BrC1=CC(=C(C=C1)CC(=O)NC1=C(C=C(C(=O)[O-])C=C1NCC1OCC1)OC)CC=CC1=C(C=CC(=C1)Cl)COC1=NC(=CC=C1)Cl 4-(2-(4-bromo-2-(3-(5-chloro-2-(((6-chloropyridin-2-yl)oxy)methyl)phenyl)allyl)phenyl)acetamido)-3-methoxy-5-((oxetan-2-ylmethyl)amino)benzoate